Cl.C1(=CC=CC=C1)[C@@H](CNC(=N)N)C (S)-1-(2-phenylpropyl)guanidine hydrochloride